ClC1=CC(=NC2=NC=C(C=C12)N1C[C@@H](N[C@H](C1)C)C)C=1N=C(C=2N(C1)C=C(N2)C)OC 4-chloro-6-[(3S,5S)-3,5-dimethylpiperazin-1-yl]-2-{8-methoxy-2-methylimidazo[1,2-a]pyrazin-6-yl}-1,8-naphthyridine